(4-(5-(benzo[d]thiazol-7-yl)pyridin-2-yl)piperazin-1-yl)(2-ethynylthiazol-4-yl)methanone S1C=NC2=C1C(=CC=C2)C=2C=CC(=NC2)N2CCN(CC2)C(=O)C=2N=C(SC2)C#C